5-(2-(2-methoxypropan-2-yl)(N-morpholinyl))pyridin-2-amine COC(C)(C)C1CN(CCO1)C=1C=CC(=NC1)N